N-{2-Fluoro-4-methyl-5-[5-(morpholin-4-yl)-6-(prop-1-yn-1-yl)pyridazin-3-yl]phenyl}-3-methyl-1,3-benzodiazole-5-carboxamide FC1=C(C=C(C(=C1)C)C=1N=NC(=C(C1)N1CCOCC1)C#CC)NC(=O)C1=CC2=C(N=CN2C)C=C1